2-((6-(4-(3-aminopropyl)piperazin-1-yl)-2-methylpyrimidin-4-yl)amino)-N-(2-chloro-6-methylphenyl)thiazole-5-carboxamide HCl Cl.NCCCN1CCN(CC1)C1=CC(=NC(=N1)C)NC=1SC(=CN1)C(=O)NC1=C(C=CC=C1C)Cl